3-[[5-(3,4-difluorophenyl)-6-[1-(trifluoromethyl)cyclopropyl]-1H-pyrazolo[4,3-g]isoquinolin-8-yl]oxy]cyclobutanecarboxylic acid FC=1C=C(C=CC1F)C1=C(N=C(C2=CC3=C(C=C12)C=NN3)OC3CC(C3)C(=O)O)C3(CC3)C(F)(F)F